BrC1=CC=C2C(=N1)NC=C2S(=O)(=O)NC2=NC(=C(C(=N2)OC)OCC#N)OC 6-bromo-N-[5-(cyanomethoxy)-4,6-dimethoxy-pyrimidin-2-yl]-1H-pyrrolo[2,3-b]pyridine-3-sulfonamide